C1(ON=C2N1C1=CC=CC=C1N=C2)=O 1H-[1,2,4]oxadiazolo-[4,3-a]quinoxalin-1-one